(+)-N-((4-chloro-3-fluoropyridin-2-yl)methyl)-2-methylpropane-2-sulfinamide ClC1=C(C(=NC=C1)CNS(=O)C(C)(C)C)F